3-(prop-2-ynyldithio)prop-1-yne C(C#C)SSCC#C